Benzyl N-[2-[(2S)-4-[3-[1-(2,6-dioxo-3-piperidyl)-3-methyl-2-oxo-benzimidazol-5-yl]prop-2-ynyl]morpholin-2-yl]ethyl]-N-methyl-carbamate O=C1NC(CCC1N1C(N(C2=C1C=CC(=C2)C#CCN2C[C@@H](OCC2)CCN(C(OCC2=CC=CC=C2)=O)C)C)=O)=O